C1(CCCCC1)CN1C(=NC=2N(C(N(C(C12)=O)C)=O)C)SC(C(=O)OCC)CC ethyl 2-{[7-(cyclohexylmethyl)-1,3-dimethyl-2,6-dioxo-2,3,6,7-tetrahydro-1H-purin-8-yl]thio}butanoate